ClC1=C(C=CC=C1)CC(=O)NC1=CC(=C(C=C1)OC1COC1)S(N)(=O)=O 2-(2-chlorophenyl)-N-[4-(oxetan-3-yloxy)-3-sulfamoylphenyl]acetamide